Cl.CN1N=C2C=CC(=CC2=C1)C1=CC2=C(N=C(S2)N2CCC(CC2)N)C=C1 1-[6-(2-methyl-2H-indazol-5-yl)-1,3-benzothiazol-2-yl]piperidin-4-amine hydrochloride